COC=1C(=NC=CN1)C(CCCCC)O 1-(3-methoxypyrazin-2-yl)hexan-1-ol